1-(2-chlorobenzyl)-6-nitro-3,4-dihydroquinolin-2(1H)-one ClC1=C(CN2C(CCC3=CC(=CC=C23)[N+](=O)[O-])=O)C=CC=C1